(7-(4-(4-(benzo[b]thiophen-4-yl)piperazin-1-yl)butoxy)quinolin-2-yloxy)methyl dihexadecylcarbamate C(CCCCCCCCCCCCCCC)N(C(OCOC1=NC2=CC(=CC=C2C=C1)OCCCCN1CCN(CC1)C1=CC=CC=2SC=CC21)=O)CCCCCCCCCCCCCCCC